2-[6-(1-ethylazetidin-3-yl)pyridazin-3-yl]phenol C(C)N1CC(C1)C1=CC=C(N=N1)C1=C(C=CC=C1)O